N-((1r,4r)-4-acetamidocyclohexyl)-4-(isopropylamino)-6-(1H-pyrazol-4-yl)-1,5-naphthyridine-3-carboxamide C(C)(=O)NC1CCC(CC1)NC(=O)C=1C=NC2=CC=C(N=C2C1NC(C)C)C=1C=NNC1